(S)-2-(2-(1-methylcyclobutyl)acetamido)-4-((2-phenoxyethyl)(4-(5,6,7,8-tetrahydro-1,8-naphthyridin-2-yl)butyl)amino)butanoic acid CC1(CCC1)CC(=O)N[C@H](C(=O)O)CCN(CCCCC1=NC=2NCCCC2C=C1)CCOC1=CC=CC=C1